BrC=1C=C(C(=NC1)C=1OC(CN1)(C)C)Cl 2-(5-bromo-3-chloropyridin-2-yl)-5,5-dimethyl-4,5-dihydro-oxazole